(1s,4s)-4-(8-(4-chloro-2,5-difluorophenylamino)-2-(4,4-difluorocyclohexylamino)-9H-purin-9-yl)cyclohexanecarboxamide ClC1=CC(=C(C=C1F)NC=1N(C2=NC(=NC=C2N1)NC1CCC(CC1)(F)F)C1CCC(CC1)C(=O)N)F